FC(C1=NN=C(O1)N1C(N(C2=C1C=C(C=C2)S(=O)(=O)NC2(CC2)C)C)=O)F 3-[5-(difluoromethyl)-1,3,4-oxadiazol-2-yl]-1-methyl-N-(1-methylcyclopropyl)-2-oxobenzimidazole-5-sulfonamide